1-(6-(5-((4-(cyclopropylmethyl)-2H-1,2,3-triazol-2-yl) methyl)-1-methyl-1H-1,2,3-triazol-4-yl)-2-(difluoromethyl) pyridin-3-yl) acetate C(C)(=O)OC=1C(=NC(=CC1)C=1N=NN(C1CN1N=CC(=N1)CC1CC1)C)C(F)F